3-vinyl-aniline C(=C)C=1C=C(N)C=CC1